2-hydroxy-4-aminobenzaldehyde OC1=C(C=O)C=CC(=C1)N